Pentanediyl-bis(propylphenyl carbamate) C(CCCCN(C([O-])=O)C1=C(C=CC=C1)CCC)N(C([O-])=O)C1=C(C=CC=C1)CCC